COC1=CC=C2C(=C(C=NC2=C1)C(=O)N1CCN(CC1)S(=O)(=O)C)C1=CC=C(C=C1)C1(CC1)C#N 1-(4-(7-methoxy-3-(4-(methylsulfonyl)piperazine-1-carbonyl)quinolin-4-yl)phenyl)cyclopropane-1-carbonitrile